5-(4-morpholin-4-ylphenylsulfanyl)-2,4-quinazolinediamine N1(CCOCC1)C1=CC=C(C=C1)SC1=C2C(=NC(=NC2=CC=C1)N)N